(S)-3-(3-fluoro-4-(6-(2-propyl-2H-tetrazol-5-yl)pyridin-3-yl)phenyl)-5-(1-hydroxy-2,2,2-trifluoro-ethyl)oxazolidin-2-one phosphate P(=O)(O)(O)O.FC=1C=C(C=CC1C=1C=NC(=CC1)C=1N=NN(N1)CCC)N1C(O[C@@H](C1)C(C(F)(F)F)O)=O